C(C1=CC=CC=C1)N1C(N([C@H]2[C@@H]1COC2=O)CC2=CC=CC=C2)=O (3aS,6aR)-1,3-dibenzyl-tetrahydro-4H-furo[3,4-d]imidazole-2,4(1H)-dione